5-chloro-6-(1-(1-ethoxyethyl)-1H-pyrazol-4-yl)-N-((3S,4S)-3-fluorotetrahydro-2H-pyran-4-yl)-[1,2,4]triazolo[1,5-a]pyridin-2-amine ClC1=C(C=CC=2N1N=C(N2)N[C@@H]2[C@@H](COCC2)F)C=2C=NN(C2)C(C)OCC